1-methyl-2-(triethylsilyl)-1H-indole CN1C(=CC2=CC=CC=C12)[Si](CC)(CC)CC